Cl.Cl.N1CCC(CC1)NC1=C(C#N)C=CC=C1 (piperidin-4-ylamino)benzonitrile 2HCl